(S)-N-[(S)-5-cyano-2,3-dihydro-1H-inden-1-yl]-2-methylpropan-2-sulfinamide C(#N)C=1C=C2CC[C@@H](C2=CC1)N[S@@](=O)C(C)(C)C